ethylenediamine disuccinate salt C(CCC(=O)O)(=O)O.C(CCC(=O)O)(=O)O.C(CN)N